C(CCCCCCCCCCCCCCCCC)N1C=[N+](C=C1)CCCCCCCCCCCCCCCCCC 1,3-dioctadecylimidazolium